C(C)(C)C1C(CC(CC1)C)C(=O)N 2-isopropyl-5-methylcyclohexanecarboxamide